ClC=1C=CC(=C2C=CC(=NC12)N(C1=CC=C(C=C1)OC(F)(F)F)CCN1CCOCC1)OCCN1CCOCC1 8-Chloro-5-(2-morpholinoethoxy)-N-(2-morpholinoethyl)-N-(4-(trifluoromethoxy)phenyl)-chinolin-2-amin